tert-Butyldimethylsilyl ether [Si](C)(C)(C(C)(C)C)O[Si](C)(C)C(C)(C)C